(1aS,5aS)-2-(2,4-Difluoro-phenyl)-1a,2,5,5a-tetrahydro-1H-2,3-diaza-cyclopropa[a]pentalene-4-carboxylic acid (6-hydroxy-pyridin-2-yl)-amide OC1=CC=CC(=N1)NC(=O)C=1C=2C[C@H]3[C@@H](C2N(N1)C1=C(C=C(C=C1)F)F)C3